CC1=C(C=CC(=C1)N1CCOCCC1)C1(CC2(C1)CC(C2)N)N 2-(2-methyl-4-(1,4-oxaazepan-4-yl)phenyl)spiro[3.3]heptane-2,6-diamine